ClC1=CC=C(C=C1)[C@@H](C(=O)N1CCN(CC1)C=1C2=C(N=CN1)[C@@H](C[C@H]2C)O)CN2CCN(CC2)S(=O)(=O)C (R)-2-(4-chlorophenyl)-1-(4-((5R,7R)-7-hydroxy-5-methyl-6,7-dihydro-5H-cyclopenta[d]pyrimidin-4-yl)piperazin-1-yl)-3-(4-(methylsulfonyl)piperazin-1-yl)propan-1-one